[Si](C1=CC=CC=C1)(C1=CC=CC=C1)(C(C)(C)C)OC(C(C)(C)N1C(N(C2=C(C1=O)C(=C(S2)Br)C)CC(C2=C(C=CC=C2)OC)Br)=O)=O 2-(6-bromo-1-(2-bromo-2-(2-methoxyphenyl)ethyl)-5-methyl-2,4-dioxo-1,4-dihydrothieno[2,3-d]pyrimidin-3(2H)-yl)-2-methylpropionic acid tert-butyldiphenylsilyl ester